C(C=C)(=O)NC1=CC=C(C=C1)C1=C(C=2C(=NC=C(C2N1C(C)C)C#N)N)C1=CC(=C(C(=O)NCC(F)(F)F)C=C1)OC 4-(2-(4-acrylamidophenyl)-4-amino-7-cyano-1-isopropyl-1H-pyrrolo[3,2-c]pyridin-3-yl)-2-methoxy-N-(2,2,2-trifluoroethyl)benzamide